C(C)(C)N[C@H](C(=O)OCC1=CC=CC=C1)CC(C)C (S)-benzyl 2-(isopropylamino)-4-methylpentanoate